C1(=CC=CC=C1)C1=CN=C(C=N1)NC1(COC1)C1=CC=CC=C1 6-phenyl-3-((3-phenyloxetan-3-yl)amino)pyrazin